3-fluoro-2-(6-(((1r,2r,3s,5s)-2-fluoro-9-azabicyclo[3.3.1]non-3-yl)oxy)pyridazin-3-yl)-5-(1-methyl-1H-pyrazol-4-yl)phenol FC=1C(=C(C=C(C1)C=1C=NN(C1)C)O)C=1N=NC(=CC1)O[C@@H]1[C@@H]([C@H]2CCC[C@@H](C1)N2)F